N1=C(C=CC=C1)C1=NC=CC=C1.[Ru] ruthenium (bipyridyl)